(3-(1H-benzo[d][1,2,3]triazol-5-yl)isoxazol-5-yl)-5-(4-(isopropylsulfonyl)phenyl)pyrazin-2-amine N1N=NC2=C1C=CC(=C2)C2=NOC(=C2)C=2C(=NC=C(N2)C2=CC=C(C=C2)S(=O)(=O)C(C)C)N